C(OC1=CC=CC=C1)(OCC[Si](C)(C)C)=O Phenyl (2-(trimethylsilyl) ethyl) carbonate